[Cl-].C[Si](=[Zr+](C1C(=C(C2=C1C1=C(S2)C=C(C=C1)CCCC)C)C)C1C(=C(C2=C1C1=C(S2)C=C(C=C1)CCCC)C)C)C dimethylsilane-diylbis(6-butyl-2,3-dimethyl-1H-benzo[b]cyclopenta[d]thiophen-1-yl)zirconium chloride